CO[Si](CCCNCCNCC1=CC=C(C=C1)C=C)(OC)OC N-[3-(trimethoxysilyl)propyl]-N'-(4-vinylbenzyl)ethylenediamine